3-(benzyloxy)-4-fluoro-5-methylpicolinic acid C(C1=CC=CC=C1)OC=1C(=NC=C(C1F)C)C(=O)O